NC=1C2=C(N=CN1)N(C=C2F)[C@H]2[C@@H]([C@@H]([C@H](C2)C2=CC=C1C=C(NC1=C2)CNCC21CC(C2)(C1)F)O)O (1R,2S,3R,5R)-3-{4-amino-5-fluoro-7H-pyrrolo[2,3-d]pyrimidin-7-yl}-5-(2-{[{{3-fluorobicyclo[1.1.1]pentan-1-yl}methyl}amino]methyl}-1H-indol-6-yl)cyclopentane-1,2-diol